OC(CCCCCCCCCCCCCCCCCCC(=O)O)CCCCCC 20-Hydroxy-hexacosanoic acid